C(C1=CC=CC=C1)OC[C@@H](N(S(=O)(=O)C1=C(C(=C(C(=C1F)F)F)F)F)C)C(=O)O O-benzyl-N-methyl-N-((pentafluorophenyl)sulfonyl)-D-serine